Cl.ClC=1C=CC(=NC1)NC(C(=O)OCC)=O ethyl 2-((5-chloropyridin-2-yl)amino)-2-oxoacetate hydrochloride salt